tert-butyl (1-(1-(2,6-dioxopiperidin-3-yl) indolin-4-yl)piperidin-4-yl)(methyl)carbamate O=C1NC(CCC1N1CCC2=C(C=CC=C12)N1CCC(CC1)N(C(OC(C)(C)C)=O)C)=O